C(C)(C)(C)OC(=O)N1C2CN(CC1CC2)C2(CC2)CO 3-(1-(hydroxymethyl)cyclopropyl)-3,8-diazabicyclo[3.2.1]octane-8-carboxylic acid tert-butyl ester